BrC=1C=C(C(=O)NCCCC[C@H](NC([C@H](CC2=CC=C(C=C2)C(F)(F)P(=O)(OCC)OCC)NC(=O)OC(C)(C)C)=O)C(=O)OCC2=CC=CC=C2)C=CC1C Benzyl N6-(3-bromo-4-methylbenzoyl)-N2-((S)-2-((tert-butoxycarbonyl)amino)-3-(4-((diethoxyphosphoryl)difluoromethyl)phenyl)propanoyl)-L-lysinate